lithium lanthanum salt [La].[Li]